C[C@H]1CN(CC2=C1N=C(N=C2)N2CCNCC2)C=2C=1N(C(=CC2)C#N)N=CC1 (S)-4-(8-methyl-2-(piperazin-1-yl)-7,8-dihydropyrido[4,3-d]pyrimidin-6(5H)-yl)pyrazolo[1,5-a]pyridine-7-carbonitrile